2-((2-(diethylamino)ethyl)amino)ethan-1-ol C(C)N(CCNCCO)CC